ClC1=C(C=CC(=C1)CNC([2H])([2H])[2H])N1N=CC(=C1)C1=NC(=NC=C1C#N)NC1CCN(CC1)S(=O)(=O)CC 4-(1-(2-Chloro-4-(((methyl-d3)amino)methyl)phenyl)-1H-pyrazol-4-yl)-2-((1-(ethylsulfonyl)piperidin-4-yl)amino)pyrimidine-5-carbonitrile